N-(4-methoxybenzyl)-5-methyl-1-(1-methyl-1H-tetrazol-5-yl)-2-((((CIS)-4-phenylcyclohexyl)oxy)methyl)pyrrolidin-3-amine COC1=CC=C(CNC2C(N(C(C2)C)C2=NN=NN2C)CO[C@@H]2CC[C@@H](CC2)C2=CC=CC=C2)C=C1